2-(3,5-diacetoxy-4-isopropylphenyl)-phenylacrylic acid C(C)(=O)OC=1C=C(C=C(C1C(C)C)OC(C)=O)C1=C(C=CC=C1)C(C(=O)O)=C